ClC1=C(C=2N=C(N=C(C2C(=N1)OC)N1CC2CCC(C1)N2C(=O)OC(C)(C)C)SC)F tert-butyl 3-(7-chloro-8-fluoro-5-methoxy-2-(methylthio)pyrido[4,3-d]pyrimidin-4-yl)-3,8-diazabicyclo[3.2.1]octane-8-carboxylate